methyl 2-((tert-butoxycarbonyl)amino)-7-((2'-fluoro-[1,1'-biphenyl]-2-yl)oxy)-1,2,3,4-tetrahydronaphthalene-2-carboxylate C(C)(C)(C)OC(=O)NC1(CC2=CC(=CC=C2CC1)OC1=C(C=CC=C1)C1=C(C=CC=C1)F)C(=O)OC